C(C1=CC=CC=C1)OC(C(=O)NNC(=O)C1=NC(=C(C=C1[N+](=O)[O-])C(F)(F)F)NC(CCC=C)(C)C)C(C=C)(F)F N'-(2-Benzyloxy-3,3-difluoro-pent-4-enoyl)-6-(1,1-dimethylpent-4-enylamino)-3-nitro-5-(trifluoromethyl)pyridine-2-carbohydrazide